6-(2-(3-(1-cyclopropyl-1H-pyrazol-4-yl)phenyl)-2-hydroxyacetyl)-2-(1-phenylcyclopropyl)-5,6,7,8-tetrahydropyrido[4,3-d]pyrimidin-4(3H)-one C1(CC1)N1N=CC(=C1)C=1C=C(C=CC1)C(C(=O)N1CC2=C(N=C(NC2=O)C2(CC2)C2=CC=CC=C2)CC1)O